4-(8,8-difluoro-6-azaspiro[3.4]octan-6-yl)-2-(2,4-dimethoxypyrimidin-5-yl)pyrazolo[3,4-d]pyrimidine FC1(CN(CC12CCC2)C=2C=1C(N=CN2)=NN(C1)C=1C(=NC(=NC1)OC)OC)F